NC=1C2=C(N=CN1)N(C(=C2C2=CC(=C(C=C2)OC2=NC(=CC=C2)C)OC)C#CC2(CCN(CC2)C(C=C)=O)O)C 1-(4-((4-amino-5-(3-methoxy-4-((6-methylpyridin-2-yl)oxy)phenyl)-7-methyl-7H-pyrrolo[2,3-d]pyrimidin-6-yl)ethynyl)-4-hydroxypiperidin-1-yl)prop-2-en-1-one